C1(=CC=CC=C1)B1OB(OB(O1)C1=CC=CC=C1)C1=CC=CC=C1 2,4,6-triphenylboroxine